N1(CCCCC1)C(=O)C1=CC=C(C=C1)C1=CC(=C2C(=N1)C=CS2)NCCCN2CCC1(CCC(O1)=O)CC2 8-(3-((5-(4-(piperidine-1-carbonyl)phenyl)thieno[3,2-b]pyridin-7-yl)amino)propyl)-1-oxa-8-azaspiro[4.5]decan-2-one